N-[[4-[(6-Chloro-3-pyridinyl)methoxy]-3-methoxyphenyl]methyl]-3,4-dimethoxybenzeneethanamine hydrochloride Cl.ClC1=CC=C(C=N1)COC1=C(C=C(C=C1)CNCCC1=CC(=C(C=C1)OC)OC)OC